(2-hydroxyphenyl)quinazolin-4(3H)-one OC1=C(C=CC=C1)C1=NC2=CC=CC=C2C(N1)=O